rac-(3R,4R)-4-amino-1-cyclopropylmethyl-piperidine-3-carboxylic acid (1-pyrimidin-2-yl-cyclopropyl)-amide N1=C(N=CC=C1)C1(CC1)NC(=O)[C@@H]1CN(CC[C@H]1N)CC1CC1 |r|